(S)-N-((S)-1-cyano-2-(1-oxo-2-phenylisoindol-5-yl)ethyl)-1,4-oxazepane-2-Carboxamide C(#N)[C@H](CC=1C=C2CN(C(C2=CC1)=O)C1=CC=CC=C1)NC(=O)[C@H]1OCCCNC1